CC(C)NC=O N-isopropylformamide